COC(CCCCC1(CN(C=CN(C1)CC(=O)OC(C)(C)C)CC(=O)OC(C)(C)C)NCC(=O)OC(C)(C)C)=O 5-[1,4-bis-tert-Butoxycarbonylmethyl-6-(tert-Butoxycarbonylmethyl-amino)-[1,4]diazepin-6-yl]-pentanoic acid methyl ester